N-(benzo[d]thiazol-5-ylmethyl)-1,1-dicyclopropylmethanamine S1C=NC2=C1C=CC(=C2)CNC(C2CC2)C2CC2